C([O-])([O-])=O.[Fe+2].[Co+2].[Ni+2].C([O-])([O-])=O.C([O-])([O-])=O nickel-cobalt-iron carbonate